2-fluoro-N-((5-fluoro-6-methoxypyridin-3-yl)methyl)-5-(3-(1-hydroxyethyl)pyridin-2-yl)benzamide FC1=C(C(=O)NCC=2C=NC(=C(C2)F)OC)C=C(C=C1)C1=NC=CC=C1C(C)O